n-butyl α-acetoxyisobutyrate C(C)(=O)OC(C(=O)OCCCC)(C)C